tert-butyl 4-((2-cyano-7-oxo-5,7-dihydro-6H-pyrrolo[3,4-b]-pyridin-6-yl)methyl)-5-methoxy-7-methyl-1H-indole-1-carboxylate C(#N)C1=CC=C2C(=N1)C(N(C2)CC2=C1C=CN(C1=C(C=C2OC)C)C(=O)OC(C)(C)C)=O